CC1=CC(=C(C=C1)C=1N=C2N(C=CN=C2)C1NC=1C=C(C(=O)NCC2OCCC2)C=CC1)S 3-[[2-(4-methyl-sulfanylphenyl)imidazo[1,2-a]pyrazin-3-yl]amino]-N-(oxolan-2-ylmethyl)benzamide